ClC1=NN=C(C2=CC=CC=C12)C(C(F)(F)F)C1=CC=NC=C1 1-chloro-4-(2,2,2-trifluoro-1-(pyridin-4-yl)ethyl)phthalazine